C(C)(C)(C)OC(=O)N[C@H](C(=O)NCC(=O)OC)CCCCNC(=O)OC(C)(C)C Methyl 2-[(2S)-2,6-bis({[(tert-butoxy)carbonyl]amino}) hexanamido]acetate